FC=1C=CC2=C(N=C(O2)NC=2OC3=C(N2)C=CC=C3)C1 N-(5-fluorobenzo[d]oxazol-2-yl)benzo[d]oxazol-2-amine